O[C@H]1[C@@H]([C@H]([C@H](C1)O)C\C=C/CCCC(=O)OC(C)C)\C=C\[C@H](CCCCC(C)C)O isopropyl (Z)-7-((1R,2R,3R,5S)-3,5-dihydroxy-2-((S,E)-3-hydroxy-8-methylnon-1-ene-1-yl)cyclopentyl)hept-5-enoate